benzyl (rac)-(3aR,4R,7aS)-4-(3-bromo-2-fluorobenzyl)tetrahydro-[1,3,2]dioxathiolo[4,5-c]pyridine-5(4H)-carboxylate 2,2-dioxide BrC=1C(=C(C[C@H]2N(CC[C@H]3[C@@H]2OS(O3)(=O)=O)C(=O)OCC3=CC=CC=C3)C=CC1)F |r|